ClC=1C(=NC(=CC1)NCC1(CCOCC1)C#N)C1=CC=NC=C1 chloro-6-(((4-cyanotetrahydro-2H-pyran-4-yl)methyl)amino)-[2,4'-bipyridine]